CC1(OB(OC1(C)C)C=1C=CC(=NC1)N1CC2(CN(C2)C(=O)OC(C)(C)C)C1)C tert-butyl 6-(5-(4,4,5,5-tetramethyl-1,3,2-dioxaborolan-2-yl)pyridin-2-yl)-2,6-diazaspiro[3.3]heptane-2-carboxylate